OC1CCN(CC1)CC(=O)NC=1N=CC2=CC=C(C=C2C1)C=1C=NN(C1)C 2-(4-hydroxypiperidin-1-yl)-N-(6-(1-methyl-1H-pyrazol-4-yl)isoquinolin-3-yl)acetamide